O=C1NCC2C3=C(N(N=C3C1)C1=CC=C(C=C1)SC(F)(F)F)CCN2C(=O)OC(C)(C)C tert-butyl 8-oxo-2-(4-((trifluoromethyl)thio)phenyl)-2,3,4,5a,6,7,8,9-octahydro-5H-1,2,5,7-tetraazabenzo[cd]azulene-5-carboxylate